Methyl-2'-[(pyridin-2-yl)methyl]-2',5'-dihydrospiro[cyclobutane-1,4'-furo[2,3-g]indazole]-7'-carboxylic acid ethyl ester C(C)OC(=O)C1=CC2=C(CC3(C4=C(N(N=C24)CC2=NC=CC=C2)C)CCC3)O1